FC1=C(C(=O)O)C=C(C(=C1)C(=O)O)F 2,5-difluoro-terephthalic acid